3-(3-(((R)-7-chloro-2-ethyl-2,3-dihydronaphtho[2,3-f][1,4]oxazepin-4(5H)-yl)methyl)-4-methylphenyl)-3-(1,4-dimethyl-1H-benzo[d][1,2,3]triazol-5-yl)-2,2-dimethylpropanoic Acid ClC1=CC=CC2=CC3=C(CN(C[C@H](O3)CC)CC=3C=C(C=CC3C)C(C(C(=O)O)(C)C)C3=C(C4=C(N(N=N4)C)C=C3)C)C=C12